α-propyl-acrylic acid C(CC)C(C(=O)O)=C